NC1=NC(=C(C(=N1)NC(CCO)CCC)CC1=C(C=C(OCCCN(CCC(=O)O)CC)C=C1)OC)C 3-((3-(4-((2-amino-4-(1-hydroxyhexan-3-ylamino)-6-methylpyrimidin-5-yl)methyl)-3-methoxyphenoxy)propyl)(ethyl)amino)propanoic acid